ClC1=NC2=CC=C(C=C2C(=C1)NCCC1=CC=C(C=C1)[N+](=O)[O-])O 2-Chloro-4-((4-nitrophenethyl)amino)chinolin-6-ol